(2'S,4R)-1'-[[1-(azetidin-3-yl)triazol-4-yl]methyl]-2-ethyl-2'-methyl-spiro[6,7-dihydrothieno[3,2-c]pyran-4,4'-piperidine] N1CC(C1)N1N=NC(=C1)CN1[C@H](C[C@@]2(CC1)OCCC1=C2C=C(S1)CC)C